pyrido[1,2-a][1,3]diazepin N1=C2N(C=CC=C1)C=CC=C2